(S)-1-(3-nitrophenyl)ethane-1-ol [N+](=O)([O-])C=1C=C(C=CC1)[C@H](C)O